(5S,8S)-8-[[(1R)-1-[3,5-bis(trifluoromethyl)-phenyl]ethoxy]methyl]-8-phenyl-1,9-diazaspiro[4.5]decan-2-one FC(C=1C=C(C=C(C1)C(F)(F)F)[C@@H](C)OC[C@]1(CC[C@]2(CCC(N2)=O)CN1)C1=CC=CC=C1)(F)F